(3s,4e)-1-(4-chlorophenyl)-5-phenyl-3-hydroxypent-4-en-1-one ClC1=CC=C(C=C1)C(C[C@@H](\C=C\C1=CC=CC=C1)O)=O